ClC=1C=C(C=CC1C(=O)N1CCN(CC1)C(=O)C1CCNCC1)NC(=O)C=1N(C(=CN1)C=1C(=NC(=CC1)C=1C=NNC1C1=CC=C(C=C1)OC)F)C N-[3-chloro-4-[4-(piperidine-4-carbonyl)piperazine-1-carbonyl]phenyl]-5-[2-fluoro-6-[5-(4-methoxyphenyl)-1H-pyrazol-4-yl]-3-pyridinyl]-1-methyl-imidazole-2-carboxamide